6-[5-chloro-2-(trifluoromethyl)pyridin-3-yl]-N-[(2,4-dimethoxyphenyl)methyl]-4-methylphthalazin-1-amine formic acid salt C(=O)O.ClC=1C=C(C(=NC1)C(F)(F)F)C=1C=C2C(=NN=C(C2=CC1)NCC1=C(C=C(C=C1)OC)OC)C